CN1CCC(CC1)N1N=CC(=C1)C1OC(C(O1)(C)C)(C)C 1-methyl-4-[4-(4,4,5,5-tetramethyl-1,3-dioxolan-2-yl)pyrazol-1-yl]piperidine